1-butyl-3-methylpyridinium bromide [Br-].C(CCC)[N+]1=CC(=CC=C1)C